CC1=C(C=C(C2=C1OC(C=1CN(CCC12)C(=O)OC(C)(C)C)=O)C)OS(=O)(=O)C(F)(F)F tert-butyl 7,10-dimethyl-5-oxo-8-(trifluoromethylsulfonyloxy)-4,5-dihydro-1H-chromeno[3,4-c]pyridine-3(2H)-carboxylate